15-chloro-21,23-difluoro-16-methoxy-19-methyl-18,18-dioxo-8-oxa-18λ6-thia-11,19-diazatetracyclo[18.3.1.113,17.02,7]pentacosa-1(24),2,4,6,13,15,17(25),20,22-nonaen-12-one ClC=1C=C2C(NCCOC3=CC=CC=C3C=3C(=CC(=C(N(S(C(C1OC)=C2)(=O)=O)C)C3)F)F)=O